bis(methyl-sulfonyl)-amide CS(=O)(=O)[N-]S(=O)(=O)C